CC(C)(C=1OC[C@@H](N1)C1=CC=CC=C1)C=1OC[C@@H](N1)C1=CC=CC=C1 (4S,4'S)-2,2'-(propane-2,2-diyl)bis(4-phenyl-4,5-dihydrooxazole)